C1(=CC=CC=C1)[C@H]1[C@@H](C1)NC(=O)N1CCC(CC1)=CC1=CC(=CC=C1)OC1=NC=C(C=C1)C 4-[3-(5-methyl-pyridin-2-yloxy)-benzylidene]-piperidine-1-carboxylic acid ((1R,2S)-2-phenyl-cyclopropyl)-amide